CN1N=CC(=C1)C=1C=CC=2N(C1)N=CC2N2CCN(CCC2=O)C(=O)OC(C)(C)C tert-butyl 4-[6-(1-methyl-1H-pyrazol-4-yl) pyrazolo[1,5-a]pyridin-3-yl]-5-oxo-1,4-diazacycloheptane-1-carboxylate